C1(=CC=CC=C1)C1=C(SC=C1)C(=O)O phenyl-thiophenecarboxylic acid